ClC=1C(N(C(=CC1OCC1=NC=C(C=C1F)F)C1CC1)C1=CC(=NC=C1C)C=1N=C(SC1)C(C)(C)O)=O 3-chloro-6-cyclopropyl-4-((3,5-difluoropyridin-2-yl)methoxy)-2'-(2-(2-hydroxypropan-2-yl)thiazol-4-yl)-5'-methyl-2H-[1,4'-bipyridin]-2-one